COC(=O)C1CC(C1)OCC(=O)OC(C)(C)C 3-(2-(t-butoxy)-2-oxoethoxy)cyclobutanecarboxylic acid methyl ester